ClC1=CC=C(C(=O)C2=CC=C(C=C2)CC2=CC=CC=C2)C=C1 4-chloro-4'-benzylbenzophenone